COC1=CC=C(C=N1)[C@H](CC(=O)O)N1N=C2C=C(C=CC2=C1)CC=1C(=NC=2NCCCC2C1)C (S)-3-(6-methoxypyridin-3-yl)-3-(6-((2-methyl-5,6,7,8-tetrahydro-1,8-naphthyridin-3-yl)methyl)-2H-indazol-2-yl)propanoic acid